O1CCN(CC1)CC=1C=C2C=CC=NC2=CC1 6-(morpholinomethyl)quinolin